ClC1=C(C=CC(=C1F)[N+](=O)[O-])OC1(CC1)C 2-chloro-3-fluoro-1-(1-methylcyclopropoxy)-4-nitro-benzene